CN(CCCOC1=NC=C(C=C1NS(=O)(=O)C1=CC=C(C=C1)F)C1=CC=2C3=C(C=NC2C=C1)N(C(C31CC1)=O)C)C N-(2-(3-(Dimethylamino)propoxy)-5-(3'-methyl-2'-oxo-2',3'-dihydrospiro[cyclopropane-1,1'-pyrrolo[2,3-c]quinolin]-8'-yl)pyridin-3-yl)-4-fluorobenzenesulfonamide